N1C(=CC2=CC=CC=C12)CCCC(=O)[O-].[K+].OC(CON1CCC(CC1)C=1C=NC=CC1)CN1CCCCC1 N-(2-hydroxy-3-(piperidin-1-yl)propoxy)-4-(pyridin-3-yl)piperidin potassium indolebutyrate